C1=CC=CC=2OC3=CC=CC=C3C(C12)C(=O)O Xanthene-9-carboxylic acid